3,5-bis(trifluoromethyl)phenylboronic Acid FC(C=1C=C(C=C(C1)C(F)(F)F)B(O)O)(F)F